Methyl 2-((4-(4-((4-chloro-2-fluorobenzofuran-7-yl)methoxy)-5-fluoropyrimidin-2-yl)cyclohex-3-en-1-yl)methyl)-1-(2-methoxyethyl)-1H-thieno[2,3-d]imidazole-5-carboxylate ClC1=CC=C(C2=C1C=C(O2)F)COC2=NC(=NC=C2F)C2=CCC(CC2)CC=2N(C1=C(N2)SC(=C1)C(=O)OC)CCOC